6-((trimethylsilyl)ethynyl)nicotinaldehyde C[Si](C)(C)C#CC1=NC=C(C=O)C=C1